BrC1=CN(C=2C(=C1)N=NC2)OC 6-bromo-4-methoxypyrazolopyridine